COC(C1=C(C=C(C=C1)[N+](=O)[O-])N1CCC(CC1)(F)F)=O.FC(C(=O)N1C=CC=CC2=C1C=CC=1C=COC12)(F)F N-(trifluoroacetyl)azepino-benzofuran methyl-2-(4,4-difluoropiperidin-1-yl)-4-nitrobenzoate